(1R,4R)-3-(Heptafluorobutyryl)-camphor FC(C(C(=O)C1C([C@@]2(CC[C@H]1C2(C)C)C)=O)(F)F)(C(F)(F)F)F